COCCOC1=C(C=CC(=C1)C(F)(F)F)C=1C=C2CCN(C(C2=CC1)=O)C=1C=CC(=C(C1)NS(=O)(=O)C)OCOCCOC N-(5-(6-(2-(2-methoxyethoxy)-4-(trifluoromethyl)phenyl)-1-oxo-3,4-dihydroisoquinolin-2(1H)-yl)-2-((2-methoxyethoxy)methoxy)phenyl)methanesulfonamide